FC1(CN(C1)CCCOC1=C(C=C2C(=CC=NC2=C1)OC1=C(C=C(C=C1)NC(=O)C1=C2C(=CN(C1=O)C1=CC=C(C=C1)F)CCO2)F)OC)F N-(4-((7-(3-(3,3-difluoroazetidin-1-yl)propoxy)-6-methoxyquinolin-4-yl)oxy)-3-fluorophenyl)-5-(4-fluorophenyl)-6-oxo-2,3,5,6-tetrahydrofuro[3,2-c]pyridine-7-carboxamide